TETRAGLYCIDYL-XYLENOYL-ETHANE C(C1CO1)C(C(C(=O)C1(C(C=CC=C1)C)C)(CC1CO1)CC1CO1)CC1CO1